tetrabutyl-phosphonium benzotriazole salt N1N=NC2=C1C=CC=C2.C(CCC)[P+](CCCC)(CCCC)CCCC